ClC=1N(C2=CC=C(C=C2C1\C=N\NC(=O)C=1OC2=C(C1)C=C(C=C2)C)Cl)CCOCC (E)-N'-{[2,5-dichloro-1-(2-ethoxyethyl)-1H-indol-3-yl]methylene}-5-methylbenzofuran-2-carbohydrazide